tert-butyl 8-(7-bromo-2,6-dichloro-8-fluoroquinazolin-4-yl)-5-oxa-2,8-diazaspiro[3.5]nonane-2-carboxylate BrC1=C(C=C2C(=NC(=NC2=C1F)Cl)N1CCOC2(CN(C2)C(=O)OC(C)(C)C)C1)Cl